C(C)(C)C1=C(C(=CC=C1)C(C)C)S 2,6-diisopropylbenzenethiol